tert-butyl (2S,3R)-3-ethyl-2-(hydroxymethyl)azetidine-1-carboxylate C(C)[C@H]1[C@H](N(C1)C(=O)OC(C)(C)C)CO